N-[(1S)-1-(dicyclopropylmethyl)-2-[4-(3,5-dimethyl-1H-pyrazol-4-yl)anilino]-2-oxo-ethyl]-2-(2-methoxyethyl)pyrazole-3-carboxamide C1(CC1)C([C@@H](C(=O)NC1=CC=C(C=C1)C=1C(=NNC1C)C)NC(=O)C=1N(N=CC1)CCOC)C1CC1